ClC1=NC(=C(C(=C1F)N)I)Cl 2,6-dichloro-3-fluoro-5-iodo-pyridin-4-amine